C(=O)C1=CC=C(C=C1)C=C (4-formylphenyl)ethene